OCCN1N=CC(C2=CC=CC=C12)=O (2-hydroxyethyl)-1H-cinnolin-4-one